3-((ethylsulfanyl) methyl)-2-oxo-2H-benzopyran-7-yl dimethylcarbamate CN(C(OC1=CC2=C(C=C(C(O2)=O)CSCC)C=C1)=O)C